C(C)(C)(C)OC(C[C@H](C(=O)O)C(C)C)=O (2s)-4-tert-butoxy-2-isopropyl-4-oxo-butanoic acid